C[C@@]12N(C(NC1=O)=O)CCC2 (S)-7a-methyltetrahydro-1H-pyrrolo[1,2-c]Imidazole-1,3(2H)-dione